2-Ethyl-N-(5-iodoquinolin-8-yl)-3-butenamide C(C)C(C(=O)NC=1C=CC(=C2C=CC=NC12)I)C=C